ClC=1C=NC(=NC1)N1CCC(CC1)CCCOC1=CC(=C(C=C1)CC(=O)N1[C@H]2CN(C[C@H]2C1)C[C@@H]([C@@H]([C@@H](CO)O)O)O)F 2-(4-(3-(1-(5-chloropyrimidin-2-yl)piperidin-4-yl)propoxy)-2-fluorophenyl)-1-((1S,5R)-3-((2S,3S,4R)-2,3,4,5-tetrahydroxypentyl)-3,6-diazabicyclo[3.2.0]heptan-6-yl)ethan-1-one